CN(C(=O)N(C1=CC=C(C=C1)C(F)(F)F)C)C1=CC=2OC(C(=CC2S1)C(=O)O)=O 2-(1,3-dimethyl-3-(4-(trifluoromethyl)phenyl)ureido)-5-oxo-5H-thieno[3,2-b]pyran-6-carboxylic acid